3-(4'-fluoro-3-methyl-[1,1'-biphenyl]-4-yl)-1-(tetrahydro-2H-pyran-4-yl)piperidine FC1=CC=C(C=C1)C1=CC(=C(C=C1)C1CN(CCC1)C1CCOCC1)C